N-(2-oxo-2-(4-(5-(trifluoromethyl)-1,2,4-oxadiazol-3-yl)phenyl)ethyl)benzamide O=C(CNC(C1=CC=CC=C1)=O)C1=CC=C(C=C1)C1=NOC(=N1)C(F)(F)F